BrC=1C=C(OC2=NC=C(C=N2)C(F)(F)F)C=CC1 2-(3-bromophenoxy)-5-(trifluoromethyl)pyrimidine